The molecule is a long-chain fatty acyl-CoA(4-) arising from deprotonation of phosphate and diphosphate functions of tridecanoyl-CoA; major species at pH 7.3. It is a saturated fatty acyl-CoA(4-) and a long-chain fatty acyl-CoA(4-). It is a conjugate base of a tridecanoyl-CoA. CCCCCCCCCCCCC(=O)SCCNC(=O)CCNC(=O)[C@@H](C(C)(C)COP(=O)([O-])OP(=O)([O-])OC[C@@H]1[C@H]([C@H]([C@@H](O1)N2C=NC3=C(N=CN=C32)N)O)OP(=O)([O-])[O-])O